FC=1C=CC(=C(C1)[C@@H](C)NC=1C=CC=2N(N1)C(=CN2)C2=NC=CC(=C2)N2C[C@H](CC2)O)O (S)-1-(2-(6-(((R)-1-(5-fluoro-2-hydroxyphenyl)ethyl)amino)imidazo[1,2-b]pyridazin-3-yl)pyridin-4-yl)pyrrolidin-3-ol